N1(N=CC=C1)CCC(=O)O 3-pyrazol-1-ylpropanoic acid